O1C(=NC2=C1C=CC=C2)C2=CC=C(C=C2)N(C2=CC=C(C=C2)C2=CC1=C(N=C(O1)C1=CC3=CC=CC=C3C=C1)C=C2)C2=CC=C(C=C2)C=2SC1=C(N2)C=CC=C1 N-(4-benzoxazol-2-yl-phenyl)-N-(4-benzothiazol-2-yl-phenyl)-N-{4-(2-naphthalen-2-yl-benzoxazol-6-yl)-phenyl}-amine